tert-butyl 3-(5-cyanothiophen-2-yl)-5-oxo-1,2-oxazolidine-2-carboxylate C(#N)C1=CC=C(S1)C1N(OC(C1)=O)C(=O)OC(C)(C)C